CC=1C(=NC(=NC1)NC1=CC(=C(C=C1)C(NC1CCN(CC1)C)=O)F)NC1=CC(=C(C=C1)Cl)NS(=O)(=O)C1(CC1)C 5-Methyl-N4-(4-chloro-3-[(1-methylcyclopropyl)sulfonamido]phenyl)-N2-[3-fluoro-4-(1-methylpiperidin-4-ylcarbamoyl)phenyl]pyrimidine-2,4-diamine